2-(4-((1R,3R)-3-(((6-oxo-5-(trifluoromethyl)-1,6-dihydropyridazin-3-yl)methyl)amino)cyclobutane-1-carbonyl)piperazin-1-yl)-5-(trifluoromethyl)nicotinonitrile O=C1C(=CC(=NN1)CNC1CC(C1)C(=O)N1CCN(CC1)C1=C(C#N)C=C(C=N1)C(F)(F)F)C(F)(F)F